BrC=1N=CN(C1)CC1=CC=C(C=N1)C1=NOC(=N1)C(F)(F)F 3-[6-[(4-bromoimidazol-1-yl)methyl]-3-pyridyl]-5-(trifluoromethyl)-1,2,4-oxadiazole